[N+](=O)([O-])C=1C=C(C=C2C=C(NC12)C1=CC=CC=C1)COCCOCCO 2-(2-((7-nitro-2-phenyl-1H-indol-5-yl)methoxy)ethoxy)ethan-1-ol